1-(2-methyl-3-trifluoromethyl-phenyl)-ethylamine CC1=C(C=CC=C1C(F)(F)F)C(C)N